7-(DIETHYLAMINO)-4-HYDROXY-2-OXOCHROMENE-3-CARBALDEHYDE C(C)N(C1=CC=C2C(=C(C(OC2=C1)=O)C=O)O)CC